(3S,4R)-4-((5-fluoro-7-(5-(trans-2-methylcyclopropyl)pyridin-2-yl)pyrrolo[2,1-f][1,2,4]triazin-2-yl)amino)tetrahydro-2H-pyran-3-ol FC=1C=C(N2N=C(N=CC21)N[C@H]2[C@@H](COCC2)O)C2=NC=C(C=C2)[C@H]2[C@@H](C2)C